isopropyl (2R,3S,5S)-5-(difluoromethyl)-2-((((1S,3S,6R)-6-(5-fluoropyrimidin-2-yl)bicyclo[4.1.0]heptan-3-yl)oxy)methyl)-3-(methylsulfonamido)pyrrolidine-1-carboxylate FC([C@@H]1C[C@@H]([C@@H](N1C(=O)OC(C)C)CO[C@@H]1C[C@@H]2C[C@@]2(CC1)C1=NC=C(C=N1)F)NS(=O)(=O)C)F